(3aR,6aR)-1-([1,1'-biphenyl]-3-carbonyl)hexahydropyrrolo[3,4-b]pyrrole-5(1H)-carbonitrile C1(=CC(=CC=C1)C(=O)N1[C@@H]2[C@H](CC1)CN(C2)C#N)C2=CC=CC=C2